CN1N=C(C2=CC=C(C=C12)N1C[C@@H](N(CC1)CC1CCNCC1)C)C1C(NC(CC1)=O)=O 3-[1-methyl-6-[(3S)-3-methyl-4-(4-piperidylmethyl)piperazin-1-yl]indazol-3-yl]piperidine-2,6-dione